Racemic-N-(4-methyl-1-azabicyclo[3.2.2]nonan-4-yl)acetamide C[C@]1(CCN2CCC1CC2)NC(C)=O |r|